NC1=C2C(=NC=N1)N(N=C2C2=CC=C(C=C2)OC2=CC=CC=C2)CCNC(C2=C(C(=C(C(=C2S(=O)(=O)C)F)F)F)F)=O N-(2-(4-amino-3-(4-phenoxyphenyl)-1H-pyrazolo[3,4-d]pyrimidin-1-yl)ethyl)-2,3,4,5-tetrafluoro-6-(methylsulfonyl)benzamide